(10-phenyl-10H-spiro[acridine-9,9'-thioxanthene]-3'-yl)boronic acid C1(=CC=CC=C1)N1C=2C=CC=CC2C2(C3=CC=CC=C3SC=3C=C(C=CC23)B(O)O)C2=CC=CC=C12